BrC=1C(N(C(=NN1)C1=C(C=C(C=C1)Br)OC)C(C)C)=O 6-bromo-3-(4-bromo-2-methoxyphenyl)-4-isopropyl-1,2,4-triazin-5(4H)-one